tert-butyl 4-(6-(8-chloronaphthalen-1-yl)-4-cyano-3-(((S)-1-methylpyrrolidin-2-yl)methoxy)-5,6,7,8-tetrahydro-2,6-naphthyridin-1-yl)-2-(cyanomethyl)piperazine-1-carboxylate ClC=1C=CC=C2C=CC=C(C12)N1CC=2C(=C(N=C(C2CC1)N1CC(N(CC1)C(=O)OC(C)(C)C)CC#N)OC[C@H]1N(CCC1)C)C#N